di(norbornenyl-methylene)chlorophosphine C12(C=CC(CC1)C2)C=P(Cl)=CC21C=CC(CC2)C1